FC(C1=CC=C(C=C1)N1C=CC2=CC(=CC=C12)N)(F)F 1-(4-(trifluoromethyl)phenyl)-1H-indol-5-amine